FC1=CC=C(OC=2C=CC(=NC2)NC([C@@H](C)N2C[C@H](N(CC2)C(=O)C2=CNC(C=C2)=O)C)=O)C=C1 (R)-N-(5-(4-fluorophenoxy)pyridin-2-yl)-2-((R)-3-methyl-4-(6-oxo-1,6-dihydropyridine-3-carbonyl)piperazin-1-yl)propanamide